FC1=CC(=C(C(=C1)C(C)C)NC(=O)N=[S@](=O)(N)C=1SC(=CC1)C(C)(C)O)C(C)C (R)-N'-(4-fluoro-2,6-diisopropylphenyl-carbamoyl)-5-(2-hydroxypropan-2-yl)thiophene-2-sulfonimidamide